COC1CN(CC(C1)COC=1C(=NC=CC1)C(F)(F)F)C(=O)[O-] 3-methoxy-5-({[2-(trifluoromethyl)pyridin-3-yl]oxy}methyl)piperidine-1-carboxylate